diethylene glycol dipelargonate C(CCCCCCCC)(=O)OCCOCCOC(CCCCCCCC)=O